4-(4-Methoxybenzyl)-6-methyl-1,4-oxazepan-6-ol COC1=CC=C(CN2CCOCC(C2)(O)C)C=C1